1H-benzo[d][1,2,3]triazole-4-carboxylic acid N1N=NC2=C1C=CC=C2C(=O)O